S(C1=CC=C(C=C1)SCC(CSC1=CC=CC=C1)S)C1=CC=C(C=C1)SCC(CSC1=CC=CC=C1)S 3,3'-((thiobis(4,1-phenylene))bis(sulfanediyl))bis(1-(phenylthio)propane-2-thiol)